ClC1=NC=C(C(=C1)N1C[C@@H](CC1)O)C#CC=1C=NN(C1)CCF (R)-1-(2-chloro-5-((1-(2-fluoroethyl)-1H-pyrazol-4-yl)ethynyl)pyridin-4-yl)pyrrolidin-3-ol